[Si](C)(C)(C(C)(C)C)OC[C@H](C=C)N (S)-1-((tert-butyldimethylsilyl)oxy)but-3-en-2-amine